C(C)[C@@H]1N(C[C@H](N(C1)C(C)C1=NC(=CC=C1)OC(F)(F)F)CC)C=1C2=C(N(C(N1)=O)C)C=CC(=N2)C#N 4-((2S,5R)-2,5-diethyl-4-(1-(6-(trifluoromethoxy)pyridin-2-yl)ethyl)piperazin-1-yl)-1-methyl-2-oxo-1,2-dihydropyrido[3,2-d]pyrimidine-6-carbonitrile